4-methyl-2,5-dihydro-1H-pyrrole-1-carboxylic acid tert-butyl ester C(C)(C)(C)OC(=O)N1CC=C(C1)C